(phenyl-d5-acetyl)-L-glutamine C1(=C(C(=C(C(=C1[2H])[2H])[2H])[2H])[2H])CC(=O)N[C@@H](CCC(N)=O)C(=O)O